C(CCC)C1CC(CCC1)NC(=O)CC(C(CC(=O)NC1CC(CCC1)CCCC)C(=O)NC1CC(CCC1)CCCC)C(=O)NC1CC(CCC1)CCCC 1,2,3,4-butanetetracarboxylic acid tetrakis(3-n-butylcyclohexylamide)